(S)-N-(1-(2-((2,3-dihydro-1H-inden-2-yl)amino)pyrimidin-5-yl)-1H-pyrazol-3-yl)-4,5,6,7-tetrahydro-1H-benzo[d][1,2,3]triazole-5-carboxamide C1C(CC2=CC=CC=C12)NC1=NC=C(C=N1)N1N=C(C=C1)NC(=O)[C@@H]1CC2=C(NN=N2)CC1